C(C=O)(=O)OC1=CC=CC=C1 phenyl glyoxalate